tert-butyl (R)-2-(2-(2,6-dioxopiperidin-3-yl)-1,4-dioxo-1,2,3,4-tetrahydro-5H-pyrrolo[3,4-c]pyridin-5-yl)-7-azaspiro[3.5]nonane-7-carboxylate O=C1NC(CC[C@H]1N1CC=2C(N(C=CC2C1=O)C1CC2(C1)CCN(CC2)C(=O)OC(C)(C)C)=O)=O